FC1=C2C=C(NC2=CC=C1)C(=O)N1CCOC2(CCC2)[C@H]1C(=O)N[C@H](C[C@@H]1C(NCC1)=O)C(CF)=O (S)-8-(4-fluoro-1H-indole-2-carbonyl)-N-((R)-4-fluoro-3-oxo-1-((R)-2-oxopyrrolidin-3-yl)butan-2-yl)-5-oxa-8-azaspiro[3.5]nonane-9-carboxamide